FC1=CC=C(C=C1)C(N1C[C@@H](N(C[C@H]1C)C=1C2=C(N=C(N1)Cl)C=CS2)C)C2=CC=C(C=C2)F 4-((2S,5R)-4-(bis(4-fluorophenyl)methyl)-2,5-dimethylpiperazin-1-yl)-2-chlorothieno[3,2-d]pyrimidine